C[NH3+] Methyl-ammonium